methyl 2-amino-3-cyano-7-methoxy-1H-indole-5-carboxylate NC=1NC2=C(C=C(C=C2C1C#N)C(=O)OC)OC